[(S)-2-methylpropane-2-sulfinyl]amino propanoate C(CC)(=O)ON[S@@](=O)C(C)(C)C